CC=1C=C2OC(COC=3C=CC=C(CC(OC=4C=5C(=CSC5N=CN4)C1C(=C2)C)C(=O)[O-])C3)CN3CCN(CC3)C 20,22-dimethyl-16-[(4-methylpiperazin-1-yl)methyl]-7,8,15,16-tetrahydro-18,21-etheno-13,9-(metheno)-6,14,17-trioxa-2-thia-3,5-diazacyclononadeca[1,2,3-cd]indene-7-carboxylate